ethyl (E)-3-[3-chloro-4-(1,4-dioxaspiro[4.5]dec-7-en-8-yl)phenyl]-2-methyl-prop-2-enoate ClC=1C=C(C=CC1C1=CCC2(OCCO2)CC1)/C=C(/C(=O)OCC)\C